(E)-2-cyano-3-((3-p-toluenesulfonamido)phenyl)-N-(5-(thiophen-2-yl)-1,3,4-thiadiazol-2-yl)acrylamide C(#N)/C(/C(=O)NC=1SC(=NN1)C=1SC=CC1)=C\C1=CC(=CC=C1)NS(=O)(=O)C1=CC=C(C)C=C1